2-amino-4-bromo-5-methoxy-N-methyl-benzamide NC1=C(C(=O)NC)C=C(C(=C1)Br)OC